methyl-N-((1S)-2-((2-(((1-(aminomethyl)cyclopropyl)methyl)amino)-2-isopropyl-2,3-dihydro-1H-inden-5-yl)amino)-1-cyclohexyl-2-oxoethyl)-1-methyl-1H-pyrazole-5-carboxamide CC1=NN(C(=C1)C(=O)N[C@H](C(=O)NC=1C=C2CC(CC2=CC1)(C(C)C)NCC1(CC1)CN)C1CCCCC1)C